C(#N)C=1C(=CC(=NC1)NC(=O)N1C2CC(C3=CC=C(N=C13)C=O)(C2)NS(=O)(=O)CC)NCCOC N-(5-cyano-4-((2-methoxyethyl)amino)pyridin-2-yl)-4-ethanesulfonamido-7-formyl-3,4-dihydro-2,4-methylene-1,8-naphthyridine-1(2H)-carboxamide